5-Fluoro-N-((6-fluoro-4-(4,4,5,5-tetramethyl-1,3,2-dioxaborolan-2-yl)-1-((2-(trimethylsilyl)ethoxy)methyl)-1H-indazol-7-yl)methyl)-2-methoxybenzamide FC=1C=CC(=C(C(=O)NCC=2C(=CC(=C3C=NN(C23)COCC[Si](C)(C)C)B2OC(C(O2)(C)C)(C)C)F)C1)OC